C(C1=CC=CC=C1)(=O)OCCC(C)CN1N=C2C(=C1C1=C(C=CC=C1)F)CN(C2)C 3-((3-(2-fluorophenyl)-5-methyl-5,6-dihydropyrrolo[3,4-c]pyrazole-2(4H)-yl)methyl)butyl benzoate